CC1=CC(=NC=C1OC1=CC(=C2C(=N1)N(C=N2)C)NC2=NC=C(C=C2)C(=O)N2C(CN(CC2([2H])[2H])C)([2H])[2H])C#N 4-methyl-5-[3-methyl-7-[[5-(2,2,6,6-tetradeuterio-4-methyl-piperazine-1-carbonyl)-2-pyridyl]amino]imidazo[4,5-b]pyridin-5-yl]oxy-pyridine-2-carbonitrile